IC1=C(C(=O)NCC=O)C=C(C=C1I)I 2,3,5-Triiodo-N-(2-oxoethyl)benzamide